2-fluoro-4-(1-propionylindol-5-yl)benzoic acid FC1=C(C(=O)O)C=CC(=C1)C=1C=C2C=CN(C2=CC1)C(CC)=O